4-[(1S)-1-[[4-[[4-(trifluoromethyl)phenyl]methyl]-1H-indazole-3-carbonyl]amino]ethyl]benzoate FC(C1=CC=C(C=C1)CC1=C2C(=NNC2=CC=C1)C(=O)N[C@@H](C)C1=CC=C(C(=O)[O-])C=C1)(F)F